3-cyclopropyl-1,2,4-triazol C1(CC1)C1=NNC=N1